N-[(4-fluorophenyl)methyl]-5-{[6-(trifluoromethyl)pyridin-3-yl]sulfonyl}-1H,2H,3H,4H,5H,6H-pyrrolo[3,4-c]pyrrole-2-carboxamide FC1=CC=C(C=C1)CNC(=O)N1CC=2CN(CC2C1)S(=O)(=O)C=1C=NC(=CC1)C(F)(F)F